CN1CCN(CC1)C1=CC=C(C=N1)C=1C=C2C(=NC1)NC=C2C2=CC=1N(C=C2)N=CC1 5-(6-(4-methylpiperazin-1-yl)pyridin-3-yl)-3-(pyrazolo[1,5-a]pyridin-5-yl)-1H-pyrrolo[2,3-b]pyridine